ClC1=C(C=CC=C1)C1=NN=C(S1)N 5-(2-chlorophenyl)-1,3,4-thiadiazol-2-amine